5,6-dimethyl-1H-benzimidazole CC1=CC2=C(NC=N2)C=C1C